4-((2-(trifluoromethyl)benzyl)amino)pyrido[2,3-d]pyrimidine FC(C1=C(CNC=2C3=C(N=CN2)N=CC=C3)C=CC=C1)(F)F